NCCCNC(CN1CCN(CC1)C(C1=C(C=C(C=C1)NC=1C=2N(C=CN1)C(=CN2)C=2C(=NN(C2)CC(F)F)C(F)(F)F)Cl)=O)=O N-(3-aminopropyl)-2-(4-(2-chloro-4-((3-(1-(2,2-difluoroethyl)-3-(trifluoromethyl)-1H-pyrazol-4-yl)imidazo[1,2-a]pyrazin-8-yl)amino)benzoyl)piperazin-1-yl)acetamide